CC(CCOC(C)=O)CCC(CC(C)C)C 3,6,8-Trimethylnonylacetat